5-chloro-N-(trans-4-(cis-3-(trifluoromethoxy)cyclobutylcarbamoyl)cyclohexyl)benzo[d]thiazole-2-carboxamide ClC=1C=CC2=C(N=C(S2)C(=O)N[C@@H]2CC[C@H](CC2)C(N[C@@H]2C[C@@H](C2)OC(F)(F)F)=O)C1